C1(=CC(=CC=C1)CNCCCNCCCNCC1CCCCC1)CNCCCNCCCNCC1CCCCC1 N1,N1'-(1,3-phenylenebis-(methylene))bis(N3-(3-((cyclohexylmethyl)amino)propyl)propane-1,3-diamine)